tert-butyl (2-cyclopropyl-4-nitrophenethyl)carbamate C1(CC1)C1=C(CCNC(OC(C)(C)C)=O)C=CC(=C1)[N+](=O)[O-]